ClC1=C(C=CC(=C1)OCCN1CCNCC1)C=1N(C2=NC=NC(=C2N1)OC1(CC1)C)CC1=NC=CC(=C1)OC 8-(2-chloro-4-(2-(piperazin-1-yl)ethoxy)phenyl)-9-((4-methoxypyridin-2-yl)methyl)-6-(1-methyl-cyclopropoxy)-9H-purine